2-(2,6-dioxopiperidin-3-yl)-4-((9-(methylamino)non-4-yn-1-yl)oxy)isoindoline-1,3-dione O=C1NC(CCC1N1C(C2=CC=CC(=C2C1=O)OCCCC#CCCCCNC)=O)=O